benzo(a)perylene C1=CC=C2C=3C=CC=C4C=C5C(=C(C=6C=CC=C1C26)C43)C=CC=C5